O1CCN(CC1)C1=C(C=C2CN(C(C2=C1)=O)C[C@@H](C)N1CCOCC1)NC(=O)C=1C=NN2C1N=CC=C2 (R)-N-(6-morpholino-2-(2-morpholinopropyl)-1-oxoisoindolin-5-yl)pyrazolo[1,5-a]pyrimidine-3-carboxamide